C(C1=CC=CC=C1)C1=CC=C(C=C1)NS(=O)(=O)N1CCOCC1 N-(4-Benzylphenyl)morpholine-4-sulfonamide